(2-methyl[1,1'-biphenyl]-3-yl)methyl (1R,3R)-rel-3-[(1Z)-2-chloro-3,3,3-trifluoro-1-propen-1-yl]-2,2-dimethylcyclopropanecarboxylate Cl\C(=C/[C@@H]1C([C@@H]1C(=O)OCC=1C(=C(C=CC1)C1=CC=CC=C1)C)(C)C)\C(F)(F)F |o1:3,5|